1-[(E)-[4-[5-chloro-3-methyl-4-[1-oxo-6-(trifluoromethoxy)-3,4-dihydroisoquinolin-2-yl]pyrazol-1-yl]phenyl]methyleneamino]-3-(2-isopropyl-5-methyl-phenyl)thiourea ClC1=C(C(=NN1C1=CC=C(C=C1)\C=N\NC(=S)NC1=C(C=CC(=C1)C)C(C)C)C)N1C(C2=CC=C(C=C2CC1)OC(F)(F)F)=O